[Si](C)(C)(C(C)(C)C)OCC=O 2-[tert-butyl(dimethyl)silyl]-oxyacetaldehyde